CC=1C=C2C(=CC=NC2=CC1C)ONC1=CC=CC=C1 4-((6,7-dimethyl-quinolin-4-yl)oxy)aminobenzene